C(C)[N+](CCCCCCCCCCCCCCC[N+](CC)(CC)CC)(CC)CC pentadecamethylenebis(triethylammonium)